(2S,4S)-4-fluoro-1-[2-[(3R)-3-[(8-chloro-4-quinolinyl)amino]pyrrolidin-1-yl]acetyl]pyrrolidine-2-carbonitrile F[C@H]1C[C@H](N(C1)C(CN1C[C@@H](CC1)NC1=CC=NC2=C(C=CC=C12)Cl)=O)C#N